OC1=C(C=C(C=C1)C=1[Se]C(=CC1Cl)C1=CC(=C(C=C1)O)C)C 2,5-bis(4-hydroxy-3-methylphenyl)-3-chloroselenophene